CN(C(=O)C1=CSC=C1)C N,N-dimethylthiophene-3-carboxamide